ClC1=CC=C2C(NNC2=C1)(C=1C=NC=CC1)C(C)N1N=C(C2=C1N=CNC2=O)C 1-(6-chloro-1-(3-(pyridin-3-yl)-1H-indazol-3-yl)ethyl)-3-methyl-1,5-dihydro-4H-pyrazolo[3,4-d]pyrimidin-4-one